tert-butyl rac-(3S)-3-methyl-6-(p-tolyl)-3,4-dihydro-2H-pyridine-1-carboxylate C[C@@H]1CN(C(=CC1)C1=CC=C(C=C1)C)C(=O)OC(C)(C)C |r|